1-(6-(hydroxyamino)-6-oxohexyl)piperidine-4-carboxamide ONC(CCCCCN1CCC(CC1)C(=O)N)=O